[Cl-].[Cl-].C[Si](=[Hf+2](C1C=CC2=C(C=CC(=C12)C)C)C1C=CC2=C(C=CC(=C12)C)C)C dimethylsilylenebis(4,7-dimethylindenyl)hafnium dichloride